ethylene glycol mono-iso-propyl ether C(C)(C)OCCO